Bromobenzo[b]thiophen-5-amine BrC1=CC2=C(S1)C=CC(=C2)N